(cyanomethyl)-7-((2S,5R)-2,5-dimethyl-4-((S)-1-(3-methylquinoxalin-6-yl)ethyl)piperazin-1-yl)-4-methyl-5-oxo-4,5-dihydro-2H-pyrazolo[4,3-B]pyridine-6-carbonitrile C(#N)CN1N=C2C(N(C(C(=C2N2[C@H](CN([C@@H](C2)C)[C@@H](C)C=2C=C3N=C(C=NC3=CC2)C)C)C#N)=O)C)=C1